ClC=1C=C2C(C(=COC2=CC1C)C=C(C#N)S(=O)(=O)C)=O 3-(6-chloro-7-methyl-4-oxo-4H-chromen-3-yl)-2-(methylsulfonyl)acrylonitrile